[Cl-].[Cl-].C1(=CC=CC=C1)[Si](C1=CC=CC=C1)=[Hf+2](C1C2=CC=CC=C2C=2C=CC=CC12)C1C=CC=C1 diphenylsilylidene(cyclopentadienyl)(9-fluorenyl)hafnium dichloride